Cl[Si]([SiH2]C(Cl)(Cl)Cl)(Cl)Cl 1,1,1,3,3,3-hexachlorodisilapropane